C(C)N(S(=O)(=O)C=1C=C(C=C2C=NNC12)C)CC1=NC2=C(C(N(C=C2)C)=O)N1 N-ethyl-5-methyl-N-((5-methyl-4-oxo-4,5-dihydro-3H-imidazo[4,5-c]pyridin-2-yl)methyl)-1H-indazole-7-sulfonamide